OC(CC#N)CCCC 3-hydroxyheptanenitrile